1-methyl-3-(2-chloro-4-pyrimidinyl)-5-nitroindole CN1C=C(C2=CC(=CC=C12)[N+](=O)[O-])C1=NC(=NC=C1)Cl